FC=1C=C(C=C(C1CN)F)C1=CC=CC=C1 (3,5-difluoro-[1,1'-biphenyl]-4-yl)methylamine